ClC1=C2C=C(C=C(C2=CC=C1)C1=CC=C2C(=NC(=NC2=C1F)OCC12CCCN2CCC1)N1C[C@@H](N(CC1)C(C(=C)F)=O)CC#N)O (S)-2-(4-(7-(5-chloro-3-hydroxynaphth-1-yl)-8-fluoro-2-((tetrahydro-1H-pyrrolizin-7a(5H)-yl)methoxy)quinazolin-4-yl)-1-(2-fluoroacryloyl)piperazin-2-yl)acetonitrile